3-((13S,15R)-3-fluoro-13-methyl-17-oxo-7,8,9,11,12,13,14,15,16,17-decahydro-6H-cyclopenta[a]phenanthren-15-yl)-N-(4-methylpyridin-2-yl)propanamide FC=1C=CC=2C3CC[C@@]4(C(C[C@H](C4C3CCC2C1)CCC(=O)NC1=NC=CC(=C1)C)=O)C